trifluoromethanesulfonic acid, diphenylmethylsulfonium salt C1(=CC=CC=C1)C(C1=CC=CC=C1)[SH2+].FC(S(=O)(=O)[O-])(F)F